N=1NC=C2C1CNC2 2H,4H,5H,6H-pyrrolo[3,4-c]pyrazole